C(C)S(=O)(=O)N[C@@H]1[C@@H](N(CC1(F)F)C(=O)OC(C)(C)C)CC=1C=C(C=CC1)C1=CC(=CC=C1)F tert-butyl (2S,3R)-3-[(ethanesulfonyl)amino]-4,4-difluoro-2-[(3'-fluoro[1,1'-biphenyl]-3-yl)methyl]pyrrolidine-1-carboxylate